((1S,6R,7R)-3-(3-(4-chloro-1,2-dimethyl-1H-benzo[d]imidazol-5-yl)-1H-pyrazolo[3,4-b]pyrazin-6-yl)-7-(2-fluorophenyl)-3-azabicyclo[4.1.0]heptan-7-yl)methanamine ClC1=C(C=CC=2N(C(=NC21)C)C)C2=NNC1=NC(=CN=C12)N1C[C@@H]2[C@]([C@@H]2CC1)(C1=C(C=CC=C1)F)CN